N-propyl-4-bromo-1,8-naphthalimide CCCN1C(=O)C2=C3C(=C(C=C2)Br)C=CC=C3C1=O